1-(4-((4'-(N-(2-hydroxy-2-methylpropyl)sulfamoyl)-[1,1'-biphenyl]-4-yl)methyl)phenyl)-5-methyl-1H-1,2,4-triazole-3-carboxamide OC(CNS(=O)(=O)C1=CC=C(C=C1)C1=CC=C(C=C1)CC1=CC=C(C=C1)N1N=C(N=C1C)C(=O)N)(C)C